CN1CCC(CC1)[C@@H]1N(C[C@H](CC1)C)C(C(=O)NC=1C=C(C(=NC1)NC(OC(C)(C)C)=O)C)=O |r| rac-tert-butyl (5-(2-((2R,5S)-1',5-dimethyl-[2,4'-bipiperidin]-1-yl)-2-oxoacetamido)-3-methylpyridin-2-yl)carbamate